OC12CC3(CC(CC(C1)C3)C2)NCC(=O)O (S)-3-hydroxyadamantanyl-glycine